C(C)OC(=O)C1(CC(=NO1)C1=C(C=C(C(=C1)C=1C=NC(=C(C1)Cl)Cl)F)Cl)C 3-[2-chloro-5-(5,6-dichloro-3-pyridinyl)-4-fluoro-phenyl]-5-methyl-4H-isoxazole-5-carboxylic acid ethyl ester